5-hydroxy-6E,8Z,11Z,14Z-icosatetraenoic acid CCCCC/C=C\C/C=C\C/C=C\C=C\C(CCCC(=O)O)O